COC[C@H](C(=O)N[C@@H](CCCC1=CC(=CC=C1)OC)B1OC(C(O1)(C)C)(C)C)NC(=O)C1=NC=CN=C1 N-((R)-3-methoxy-1-(((R)-4-(3-methoxyphenyl)-1-(4,4,5,5-tetramethyl-1,3,2-dioxaborolan-2-yl)butyl)amino)-1-oxopropan-2-yl)pyrazine-2-carboxamide